(RS)-2,3-dimethyl-4-(piperidin-3-yl)-1H-indole CC=1NC2=CC=CC(=C2C1C)[C@@H]1CNCCC1 |r|